CN1C=NN=C1C 4,5-dimethyl-4H-1,2,4-triazol